[Cu+2].C(C1=CC=CC=C1)(=O)CC(=O)OCC ethyl benzoylacetate copper(II)